C(#N)C=1C=C2C=CC(=CC2=CC1)CN1C=CC2=C(C=CC(=C12)C(=O)NC1CC2(CCC2)C1)F 6-(1-((6-Cyanonaphthalin-2-yl)methyl)-4-fluoro-1H-indol-7-carboxamido)spiro[3.3]heptan